5-chloro-N4-(4-fluorophenethyl)-N2-(5-(4-methylpiperazin-1-yl)pyridin-2-yl)pyrimidine-2,4-diamine ClC=1C(=NC(=NC1)NC1=NC=C(C=C1)N1CCN(CC1)C)NCCC1=CC=C(C=C1)F